3-(4-chlorophenyl)-N-(3-(pyridin-4-yl)-1H-pyrazol-5-yl)propenamide ClC1=CC=C(C=C1)C=CC(=O)NC1=CC(=NN1)C1=CC=NC=C1